C(C=C)(=O)OCCCCCCCCCC[Si](OC)(OC)C acryloyloxydecylmethyldimethoxysilane